FC=CC(=O)Cl fluoro-acryloyl chloride